FC=1C(=C(C=O)C=C(C1)C(=O)N1CCN(CC1)S(=O)(=O)C1=CC=C(C=C1)N1CCCC1)O 3-fluoro-2-hydroxy-5-(4-((4-(pyrrolidin-1-yl)phenyl)sulfonyl)piperazine-1-carbonyl)benzaldehyde